2,3-dibromopropyl-2,3-dichloropropyl phosphate P(=O)(OCC(C(Cl)CC(CBr)Br)Cl)([O-])[O-]